FC(C(=O)O)(F)F.COC1=CC=2C3=C(C(=NC2C=C1OCC1CN(CC1)C)NC(C)C)CCC3 8-methoxy-7-[(1-methylpyrrolidin-3-yl)methoxy]-N-(propan-2-yl)-1H,2H,3H-cyclopenta[c]quinolin-4-amine trifluoroacetate